C1(=CC=CC=C1)N1C2=CC=CC=C2C=2C=C(C=CC12)C=1C=C(C=CC1)N1C=C2C3(CC=CC=C13)SC1=C2C=CC=C1 5-(3-(9-phenyl-9H-carbazol-3-yl)phenyl)-5H-benzo[4,5]thieno[3,2-c]indole